8-bromooct-1-ene BrCCCCCCC=C